[O-]S(=O)(=O)C(F)(F)F.C1(=CC=CC2=CC=CC=C12)[S+](C1=CC=CC2=CC=CC=C12)C1=CC=CC2=CC=CC=C12 trinaphthalenyl-sulfonium triflate